C(C)(C)(C)C(C(=O)OCC=1C=C(C2=C(C=CO2)C1OCC1=CC=NC=C1)Br)N1CCC(CC1)CN1CCN(CC1)C1=C(C=C(C=C1)NC1C(NC(CC1)=O)=O)F (7-bromo-4-(pyridin-4-ylmethoxy)benzofuran-5-yl)methanol tert-butyl-2-(4-((4-(4-((2,6-dioxopiperidin-3-yl)amino)-2-fluorophenyl)piperazin-1-yl)methyl)piperidin-1-yl)acetate